(N-amino)amide N[NH-]